FC1=C(C=CC(=C1)F)CNC(=O)C=1C(C(=C2N(C[C@H]3N(C2=O)[C@@H](CO3)C)C1)OCC1=CC=CC=C1)=O (3R,11aS)-N-[(2,4-difluorophenyl)methyl]-3-methyl-5,7-dioxo-6-[(phenylmethyl)oxy]-2,3,5,7,11,11a-hexahydro[1,3]oxazolo[3,2-a]pyrido[1,2-d]pyrazine-8-carboxamide